[N+](=[N-])=CC(CC[C@@H](C(=O)OC(C)C)NC([C@H](C=1N=CN(C1)C)OC)=O)=O isopropyl (S)-6-diazo-2-((S)-2-methoxy-2-(1-methyl-1H-imidazol-4-yl)acetamido)-5-oxohexanoate